N-[(3S)-3-(4-chlorophenyl)-3-hydroxypropyl]-5-{2-acetamidoimidazo[1,2-b]pyridazin-6-yl}-2,6-dimethylpyridine-3-carboxamide ClC1=CC=C(C=C1)[C@H](CCNC(=O)C=1C(=NC(=C(C1)C=1C=CC=2N(N1)C=C(N2)NC(C)=O)C)C)O